4-(7-chloro-6-methyl-9H-carbazol-3-yl)-3,6-dihydropyridine-1(2H)-carboxylic acid tert-butyl ester C(C)(C)(C)OC(=O)N1CCC(=CC1)C=1C=CC=2NC3=CC(=C(C=C3C2C1)C)Cl